D-(+)-Sucrose C([C@@H]1[C@H]([C@@H]([C@H]([C@H](O1)O[C@]2([C@H]([C@@H]([C@H](O2)CO)O)O)CO)O)O)O)O